Allyl (18S,21S)-21-amino-18-benzyl-25-diazo-17,20,24-trioxo-4,7,10,13-tetraoxa-16,19-diazapentacosanoate N[C@H](C(N[C@H](C(NCCOCCOCCOCCOCCC(=O)OCC=C)=O)CC1=CC=CC=C1)=O)CCC(C=[N+]=[N-])=O